CN1CCN(CC1)C1=NC=CC(=C1)C=1C=C2C(=NC1)NC=C2C=2C=CC=1N(N2)C=CN1 6-(5-(2-(4-methylpiperazin-1-yl)pyridin-4-yl)-1H-pyrrolo[2,3-b]pyridin-3-yl)imidazo[1,2-b]pyridazine